NC=1C=C(C(=NC1)N1CCOCC1)C#N 5-AMINO-2-(MORPHOLIN-4-YL)PYRIDINE-3-CARBONITRILE